The molecule is alpha-Neup5Ac-(2->6)-[alpha-Neup5Ac-(2->3)-beta-D-Galp-(1->3)]-alpha-D-GalpNAc in which the anomeric configuration of the reducing-end N-acetyl-D-glucosamine residue is alpha. It has a role as an epitope. CC(=O)N[C@@H]1[C@H](C[C@@](O[C@H]1[C@@H]([C@@H](CO)O)O)(C(=O)O)OC[C@@H]2[C@@H]([C@@H]([C@H]([C@H](O2)O)NC(=O)C)O[C@H]3[C@@H]([C@H]([C@H]([C@H](O3)CO)O)O[C@@]4(C[C@@H]([C@H]([C@@H](O4)[C@@H]([C@@H](CO)O)O)NC(=O)C)O)C(=O)O)O)O)O